(3S)-1-(2-((5-amino-6-(2-fluoro-6-methoxyphenyl)pyridin-2-yl)amino)-5-(1-(difluoromethyl)-1H-pyrazol-4-yl)pyridin-4-yl)piperidin-3-ol NC=1C=CC(=NC1C1=C(C=CC=C1OC)F)NC1=NC=C(C(=C1)N1C[C@H](CCC1)O)C=1C=NN(C1)C(F)F